N-(2-((1-hydroxy-2-methylpropan-2-yl)amino)-6-methylpyrimidin-4-yl)-4-(N-(3-methyloxetan-3-yl)sulfamoyl)-2-(6-azaspiro[2.5]octan-6-yl)benzamide OCC(C)(C)NC1=NC(=CC(=N1)NC(C1=C(C=C(C=C1)S(NC1(COC1)C)(=O)=O)N1CCC2(CC2)CC1)=O)C